ClC1=NC=C(C=N1)C1=C(C=CC=C1[N+](=O)[O-])F 2-chloro-5-(2-fluoro-6-nitrophenyl)pyrimidine